2-(2-((1-(5,6-diphenylpyrazin-2-yl)-azetidin-3-yl)oxy)ethoxy)acetic acid C1(=CC=CC=C1)C=1N=CC(=NC1C1=CC=CC=C1)N1CC(C1)OCCOCC(=O)O